ClC1=C(C=C(C=C1)N(C(C)=O)C1=NC=CC(=C1)NC(CC1=C(C(=CC=C1)F)Cl)=O)C#N N-(4-chloro-3-cyanophenyl)-N-{4-[2-(2-chloro-3-fluorophenyl)acetylamino]pyridin-2-yl}acetamide